1-(2-ethoxy-5-fluoropyridin-4-yl)-3-(3-hydroxy-3-methylbutan-2-yl)-N-(3-methyl-1,1-dioxidothietan-3-yl)-2-oxo-2,3-dihydro-1H-benzo[d]imidazole-5-carboxamide C(C)OC1=NC=C(C(=C1)N1C(N(C2=C1C=CC(=C2)C(=O)NC2(CS(C2)(=O)=O)C)C(C)C(C)(C)O)=O)F